(3-((5-fluoro-2-(4-(2-hydroxyethyl)-3,5-dimethyl-1H-pyrazol-1-yl)pyridin-4-yl)oxy)azetidin-1-yl)methanone FC=1C(=CC(=NC1)N1N=C(C(=C1C)CCO)C)OC1CN(C1)C=O